(4-(2-(3,5-difluorophenylamino)-4-(1,2,3,4-tetrahydroisoquinolin-7-ylamino)pyrimidin-5-yl)-1H-pyrazol-1-yl)-ethan-1-ol FC=1C=C(C=C(C1)F)NC1=NC=C(C(=N1)NC1=CC=C2CCNCC2=C1)C=1C=NN(C1)C(C)O